2-(3,3-Difluorocyclopentyl)-2-(4-(2-methyl-2H-tetrazol-5-yl)phenyl)-N-(1-methyl-5-(trifluoromethyl)-1H-pyrazol-3-yl)acetamide FC1(CC(CC1)C(C(=O)NC1=NN(C(=C1)C(F)(F)F)C)C1=CC=C(C=C1)C=1N=NN(N1)C)F